(3R)-1-(2-(2-chloro-4-cyanophenoxy)-4-(3-fluorophenyl)cyclopentyl)piperidin-3-ylcarbamic acid tert-butyl ester C(C)(C)(C)OC(N[C@H]1CN(CCC1)C1C(CC(C1)C1=CC(=CC=C1)F)OC1=C(C=C(C=C1)C#N)Cl)=O